N[C@H](C)C=1N=C2N(C=C(C=C2N2C(N(C(C2)=O)C)=O)OC)C1 (R)-1-(2-(1-aminoethyl)-6-methoxyimidazo[1,2-a]pyridin-8-yl)-3-methylimidazolidine-2,4-dione